C(C)(C)(C)OC(=O)N1C[C@H](CC1)N1[C@H](CN([C@@H](C1)C)C)C.N1=C(C=CC=C1)C1=NN=NN1 5-[2-pyridyl]tetrazole tert-Butyl-(S)-3-((2S,5R)-2,4,5-trimethylpiperazin-1-yl)pyrrolidine-1-carboxylate